N-[3-[(1S)-2-(4-fluoroanilino)-1-methyl-2-oxo-ethyl]-1-bicyclo[1.1.1]pentanyl]-5,6-dimethyl-pyridin-1-ium-2-carboxamide FC1=CC=C(NC([C@@H](C)C23CC(C2)(C3)NC(=O)C3=[NH+]C(=C(C=C3)C)C)=O)C=C1